Pyridine-5-carboxaldehyde N1=CC=CC(=C1)C=O